benzoyl-cinnamic acid C(C1=CC=CC=C1)(=O)C(C(=O)O)=CC1=CC=CC=C1